C(C)N1CCC(CC1)NC1=CC(=C(C=C1)N1C=NC(=C1)NC=1N=CC(=NC1)C#N)OC 5-((1-(4-((1-Ethylpiperidin-4-yl)amino)-2-methoxyphenyl)-1H-imidazol-4-yl)amino)pyrazine-2-carbonitrile